N-((2R,3S)-2-(((4-(3-fluorophenyl)cyclohexyl)oxy)methyl)pyrrolidin-3-yl)methanesulfonamide FC=1C=C(C=CC1)C1CCC(CC1)OC[C@@H]1NCC[C@@H]1NS(=O)(=O)C